ClC1(C(=C1C1=CC=CC=C1)C1=CC=CC=C1)Cl 3,3-dichloro-1,2-diphenyl-cyclopropene